C(C)C=1C(=NN(C1)C)[C@@H](C1(CCCC1)C)NC1=C(C(C1=O)=O)NC1=C(C(=NC=C1)C(=O)N(C)C)O (R)-4-((2-(((4-Ethyl-1-methyl-1H-pyrazol-3-yl)(1-methylcyclopentyl)methyl)amino)-3,4-dioxocyclobut-1-en-1-yl)amino)-3-hydroxy-N,N-dimethylpicolinamide